ClC1=NC=C(C(=O)OCC)C(=C1)C1=C(C=CC=C1)OC(F)F ethyl 6-chloro-4-(2-(difluoromethoxy)phenyl)nicotinate